FC1=C(CN2C=NN(C2=O)C2=CC(=C(CN3C(=NC=C3C(=O)N)C)C=C2)F)C(=CC=C1)F 1-(4-(4-(2,6-difluorobenzyl)-5-oxo-4,5-dihydro-1H-1,2,4-triazol-1-yl)-2-fluorobenzyl)-2-methyl-1H-imidazole-5-carboxamide